C(C)C(COCC(CCCC)CC)CCCC 2-ethylhexylether